C(C)(C)(C)[Si](OC1CC(C1)C(=O)O)(C1=CC=CC=C1)C1=CC=CC=C1 3-[tert-butyl-(diphenyl)silyl]oxycyclobutanecarboxylic acid